6-methyl-4-[(1-methylcyclopropyl)amino]-N-[2-(thiophen-2-yl)ethyl]furo[2,3-d]pyrimidine-5-carboxamide CC1=C(C2=C(N=CN=C2NC2(CC2)C)O1)C(=O)NCCC=1SC=CC1